COC1=CC=C2C(=CNC2=C1)S(=O)(=O)NC1=CC2=C(OC(O2)(F)F)C=C1F 6-methoxy-N-(2,2,6-trifluoro-1,3-benzodioxol-5-yl)-1H-indole-3-sulfonamide